O=C(C(=O)OCC)CC(C12CCC(CC1)(CC2)COC2OCCCC2)=O ethyl 2,4-dioxo-4-(4-(((tetrahydro-2H-pyran-2-yl)oxy)methyl)bicyclo[2.2.2]octan-1-yl)butanoate